Cl.NC1=C(C=CC(=C1)C(=O)O)B(O)O 2-AMINO-4-CARBOXYBENZENEBORONIC ACID HYDROCHLORIDE